C1(=CC=CC=C1)C(\C=C\C1=CC=C(C=C1)O[C@H]1[C@H](OC(C)=O)[C@@H](OC(C)=O)[C@H](OC(C)=O)[C@H](O1)COC(C)=O)=O (E)-1-Phenyl-3-[4-[(2-O,3-O,4-O,6-O-tetraacetyl-beta-D-glucopyranosyl)oxy]phenyl]-2-propen-1-one